C(C)[C@H]1OC2=C([C@@H](N(C1)CC=1C=C(C=C3CCCC13)[C@H](CC(=O)OCC)C1=C(C3=C(N(N=N3)C)C(=C1)C)C)C)N=CC=C2 Ethyl (3S)-3-(7-{[(2R,5S)-2-ethyl-5-methyl-2,3-dihydropyrido[2,3-f][1,4]oxazepin-4(5H)-yl]methyl}-2,3-dihydro-1H-inden-5-yl)-3-(1,4,7-trimethyl-1H-benzotriazol-5-yl)propanoate